(2,2,3,3-tetrafluoropropyl)spiro[cyclopropane-1,3'-indolin]-2'-one FC(CN1C(C2(C3=CC=CC=C13)CC2)=O)(C(F)F)F